C(C)(=O)O.C(C)(=O)O.C(C)(C)(C)N(C(O)=O)C1CCC(CC1)N1CCNCC1.ClCC(=O)N1CC(C1)([2H])O 2-chloro-1-(3-hydroxyazetidin-1-yl-3-d)ethan-1-one tert-butyl-((1r,4r)-4-(piperazin-1-yl)cyclohexyl)carbamate diacetate